ClC1=CC2=C([C@@H](OCOCC2)[C@H]2O[C@H]([C@@H]([C@@H]2O)O)N2C=CC3=C2N=CN=C3C)C=C1 (2S,3S,4R,5R)-2-((R)-8-chloro-5,6-dihydro-1H-benzo[e][1,3]dioxocin-1-yl)-5-(4-methyl-7H-pyrrolo[2,3-d]pyrimidin-7-yl)tetrahydrofuran-3,4-diol